(2-Benzoylaminobenzo[d]thiazol-6-yl)-1-[2-(4-morpholinyl)ethyl]-3-(4-chlorophenyl)urea C(C1=CC=CC=C1)(=O)NC=1SC2=C(N1)C=CC(=C2)N(C(=O)NC2=CC=C(C=C2)Cl)CCN2CCOCC2